4-(3-((4-hydroxy-2-methylphenyl)amino)-1H-pyrazol-5-yl)benzonitrile OC1=CC(=C(C=C1)NC1=NNC(=C1)C1=CC=C(C#N)C=C1)C